ClC1=C(CN2C=C(CC=C2)C#N)C=CC=C1 1-(2-chlorobenzyl)-3-cyano-1,4-dihydropyridine